3-tosyl-3,8,9,10-tetrahydrocyclohepta[e]indole S(=O)(=O)(C1=CC=C(C)C=C1)N1C=CC=2C3=C(C=CC12)C=CCCC3